tert-butyl (3S,4S)-3-[[4-(6-cyclopropyl-7-methoxy-imidazo[1,2-b]pyridazin-3-yl)-5-fluoro-pyrimidin-2-yl]amino]-4-fluoro-piperidine-1-carboxylate C1(CC1)C=1C(=CC=2N(N1)C(=CN2)C2=NC(=NC=C2F)N[C@H]2CN(CC[C@@H]2F)C(=O)OC(C)(C)C)OC